C(C)OCC1(CCN(CC1)CC1=CC=C(C=C1)CCOC)CCC1=CC=CC=C1 4-(ethoxymethyl)-1-(4-(2-methoxyethyl)benzyl)-4-phenethylpiperidine